β-cyanoethyltriethoxysilane C(#N)CC[Si](OCC)(OCC)OCC